FC(S(=O)(=O)ON1C(C=2C(C1=O)=CC=CC2)=O)(F)F Phthalimido trifluoromethanesulfonate